(S)-2-amino-N-(3-methoxy-4-(3-methoxypyridin-4-yl)phenyl)-3,3-diphenylpropanamide dihydrochloride Cl.Cl.N[C@H](C(=O)NC1=CC(=C(C=C1)C1=C(C=NC=C1)OC)OC)C(C1=CC=CC=C1)C1=CC=CC=C1